C(C)(=O)N(N(C(=O)C1=CC=2C3=C(C(=NC2C=C1)N)C=NN3C)CC3=NN(C=C3)C3=CC=C(C=C3)C(F)(F)F)C N'-acetyl-4-amino-N',1-dimethyl-N-((1-(4-(trifluoromethyl)phenyl)-1H-pyrazol-3-yl)methyl)-1H-pyrazolo[4,3-c]quinoline-8-carbohydrazide